4-(2-(((R)-((S)-7-(2-methyl-1H-imidazol-5-yl)-2,3-dihydro-1H-pyrido[2,3-b][1,4]oxazin-3-yl)(phenyl)methyl)amino)ethyl)benzonitrile diformate C(=O)O.C(=O)O.CC=1NC(=CN1)C1=CC2=C(O[C@@H](CN2)[C@@H](C2=CC=CC=C2)NCCC2=CC=C(C#N)C=C2)N=C1